2'-(1H-tetrazol-5-yl)-biphenyl N1N=NN=C1C1=C(C=CC=C1)C1=CC=CC=C1